cerium ammonium salt [NH4+].[Ce+3]